C1(CC1)CCC1=C(C=CC(=C1)NC(=O)[C@@H]1[C@@H](CCCC1)C(=O)O)C1=C(C(=CC=C1)OCC)C (1R,2S)-2-((2-(2-cyclopropylethyl)-3'-ethoxy-2'-methyl-[1,1'-biphenyl]-4-yl)carbamoyl)cyclohexane-1-carboxylic acid